2-chloro-N-(1-cyanocyclopropyl)-5-[1-[5-[1,2,2,3,3,3-hexafluoro-1-(trifluoromethyl)propyl]-1-methyl-pyrrol-2-yl]pyrazol-4-yl]benzamide ClC1=C(C(=O)NC2(CC2)C#N)C=C(C=C1)C=1C=NN(C1)C=1N(C(=CC1)C(C(C(F)(F)F)(F)F)(C(F)(F)F)F)C